tert-butyl 4-(4-bromo-2-ethylphenyl)piperidine-1-carboxylate BrC1=CC(=C(C=C1)C1CCN(CC1)C(=O)OC(C)(C)C)CC